9-[(3-cyanophenyl)methyl]-3-ethyl-2,3,4,9-tetrahydro-1H-carbazole-8-carboxylic acid C(#N)C=1C=C(C=CC1)CN1C2=C(C=CC=C2C=2CC(CCC12)CC)C(=O)O